coumarin oxime p-methoxybenzoate COC1=CC=C(C(=O)O)C=C1.O1C(C=CC2=CC=CC=C12)=NO